ClC=1C(=C(CNC(=O)[C@H]2N([C@H]3C[C@H]3C2)C(=O)OC(C)(C)C)C=CC1)F tert-butyl (1S,3S,5S)-3-((3-chloro-2-fluorobenzyl)carbamoyl)-2-azabicyclo[3.1.0]hexane-2-carboxylate